1-(3-(methylamino)phenyl)ethanone CNC=1C=C(C=CC1)C(C)=O